1-((2-ethyl-6-methyl-3-oxo-3,4-dihydro-2H-benzo[b][1,4]oxazin-7-yl)sulfonyl)piperidine-3-Carboxylic acid C(C)C1C(NC2=C(O1)C=C(C(=C2)C)S(=O)(=O)N2CC(CCC2)C(=O)O)=O